CC1=C(C(=O)OC)C=C(C=C1)B1OC(C(O1)(C)C)(C)C methyl 2-methyl-5-(4,4,5,5-tetramethyl-1,3,2-dioxaborolan-2-yl)benzoate